ClC1=C2C=NC(=NC2=C(C=C1)C1=C(C=CC=C1)CO)NC1=CC=C2CCN(CC2=C1)C (2-(5-chloro-2-((2-methyl-1,2,3,4-tetrahydroisoquinolin-7-yl)amino)quinazolin-8-yl)phenyl)methanol